5,7-dichloro-quinolin-8-ol ClC1=C2C=CC=NC2=C(C(=C1)Cl)O